C(CCCCCCCCC\C=C/CC)=O (11Z)-11-Tetradecenal